11-methyl-2-dodecenoic acid CC(CCCCCCCC=CC(=O)O)C